(S)-2-(N-[4-amino-5-(pyridine-4-carbonyl)thiazol-2-yl]-4-chloro-3-fluoro-anilino)propanamide NC=1N=C(SC1C(=O)C1=CC=NC=C1)N(C1=CC(=C(C=C1)Cl)F)[C@H](C(=O)N)C